OCC(C(=O)N)CO 3-hydroxy-2-(hydroxymethyl)propionamide